2-(3-(4-(8-chloro-5,6-dihydro-11H-benzo-[5,6]cyclohepta[1,2-b]pyridin-11-ylidene)-piperidin-1-yl)-2-hydroxypropyl)hexa-hydro-1H-isoindole-1,3(2H)-dione ClC=1C=CC2=C(CCC=3C(=NC=CC3)C2=C2CCN(CC2)CC(CN2C(C3CCCCC3C2=O)=O)O)C1